C1NOCC2C3C1=C(OCC3)C2 tetrahydro-5,9-methano-1H-pyrano[3,4-D]oxazepin